tert-butyl (S)-3-((2-(2-(((benzyloxy)carbonyl)amino)ethyl)-7-bromo-6-chloro-3-oxo-2,3-dihydro-4H-benzo[b][1,4]oxazin-4-yl)methyl)azetidine-1-carboxylate C(C1=CC=CC=C1)OC(=O)NCC[C@H]1C(N(C2=C(O1)C=C(C(=C2)Cl)Br)CC2CN(C2)C(=O)OC(C)(C)C)=O